S(=O)(=O)(C1=CC=C(C)C=C1)N1C=CC2=C1N=CN=C2N2[C@H]1[C@@H](OCC2)CCN(C1)C(=O)OC(C)(C)C (4aR,8aS)-tert-Butyl 4-(7-tosyl-7H-pyrrolo[2,3-d]pyrimidin-4-yl)hexahydro-2H-pyrido[4,3-b][1,4]oxazine-6(7H)-carboxylate